methyl 2-(3-chloro-5-(1-(quinolin-5-yl)-5-(trifluoromethyl)-1H-pyrazole-4-carboxamido)pyridin-2-yl)-2H-1,2,3-triazole-4-carboxylate ClC=1C(=NC=C(C1)NC(=O)C=1C=NN(C1C(F)(F)F)C1=C2C=CC=NC2=CC=C1)N1N=CC(=N1)C(=O)OC